dicyclohexyl-[[5-(dicyclohexylphosphanylmethyl)acridin-4-yl]methyl]phosphane C1(CCCCC1)P(CC1=CC=CC2=CC3=CC=CC(=C3N=C12)CP(C1CCCCC1)C1CCCCC1)C1CCCCC1